BrC1=CC(=C(C=C1)S(=O)(=O)C)C(F)(F)F 4-bromo-1-methylsulfonyl-2-(trifluoro-methyl)benzene